C(C=C)(=O)OC12CC3CC(CC(C1)C3)C2 acryloyloxytricyclo[3.3.1.13,7]decane